(tert-butyldimethylsilyloxy)tetradecane [Si](C)(C)(C(C)(C)C)OCCCCCCCCCCCCCC